COC1=CC=C(C=C1)C1=NC(=NC(=N1)C1=C(C=C(C=C1)O)O)C1=C(C=C(C=C1)O)O 2-(4-methoxyphenyl)-4,6-bis-(2,4-dihydroxyphenyl)-1,3,5-triazine